C(C)(C)(C)OC(=O)N1C[C@@H](NC(C1)=O)CCO[Si](C)(C)C(C)(C)C (S)-3-(2-((tert-Butyldimethylsilyl)oxy)ethyl)-5-oxopiperazine-1-carboxylic acid tert-butyl ester